1,1'-hexamethylenebis[5-(p-chlorophenyl)biguanide] digluconate O=C([C@H](O)[C@@H](O)[C@H](O)[C@H](O)CO)O.O=C([C@H](O)[C@@H](O)[C@H](O)[C@H](O)CO)O.ClC1=CC=C(C=C1)NC(NC(NCCCCCCNC(=N)NC(=N)NC1=CC=C(C=C1)Cl)=N)=N